C1(CC1)NCC1=CC=C(C=C1)C=1N=C2SC3=C(C=NC(=C3)C(=O)NCCCN3CCCCC3)N2C1 2-(4-((cyclopropylamino)methyl)phenyl)-N-(3-(piperidin-1-yl)propyl)imidazo[2',1':2,3]thiazolo[4,5-c]pyridine-7-carboxamide